O=C1NC(CCC1N1C(N(C2=C1C=CC(=C2)C2C(CN(CC2)C(=O)OC(C)(C)C)(F)F)C)=O)=O tert-butyl 4-[1-(2,6-dioxo-3-piperidyl)-3-methyl-2-oxo-benzimidazol-5-yl]-3,3-difluoro-piperidine-1-carboxylate